1-(4-(1-hydroxyethyl)phenyl)pyrrolidin-2-one tert-butyl-3-(2-(2-chloro-6-(trifluoromethyl)pyridin-3-yl)ethyl)-3-((4-methoxybenzyl)amino)pyrrolidine-1-carboxylate C(C)(C)(C)OC(=O)N1CC(CC1)(NCC1=CC=C(C=C1)OC)CCC=1C(=NC(=CC1)C(F)(F)F)Cl.OC(C)C1=CC=C(C=C1)N1C(CCC1)=O